N-(2-methylphenyl)pent-4-enamide CC1=C(C=CC=C1)NC(CCC=C)=O